3,4-dihydro-isoquinoline-2(1H)-carboxylic acid tert-butyl ester ammonium salt [NH4+].C(C)(C)(C)OC(=O)N1CC2=CC=CC=C2CC1